FC1=C(C=CC(=C1)N1CCN(CC1)C)CN (2-fluoro-4-(4-methylpiperazin-1-yl)phenyl)methylamine